ClC=1C=C(C=C(C1F)F)C(\C=C(/F)\C1=CC(=C(C(=O)NNC2=NC=CC=N2)C=C1)C(F)(F)F)C(F)(F)F (Z)-4-(3-(3-chloro-4,5-difluorophenyl)-1,4,4,4-tetrafluorobut-1-en-1-yl)-N'-(pyrimidin-2-yl)-2-(trifluoromethyl)benzoyl-hydrazine